1,3,5-tris[N,N-bis(3-methylphenyl)-amino]benzene 4-[(2R)-3-(3,4-dihydro-1H-isoquinolin-2-yl)-2-hydroxy-propyl]-2,2-dimethyl-5-oxo-3H-1,4-benzoxazepine-8-carboxylate C1N(CCC2=CC=CC=C12)C[C@H](CN1CC(OC2=C(C1=O)C=CC(=C2)C(=O)O)(C)C)O.CC=2C=C(C=CC2)N(C2=CC(=CC=C2)C)C2=CC(=CC(=C2)N(C2=CC(=CC=C2)C)C2=CC(=CC=C2)C)N(C2=CC(=CC=C2)C)C2=CC(=CC=C2)C